C(C1=CC=CC=C1)N1N=CC(=C1)C=1C(=CC(N(C1)C)=O)C1=CC=NN1C 5-(1-benzyl-1H-pyrazol-4-yl)-1-methyl-4-(1-methyl-1H-pyrazol-5-yl)pyridin-2(1H)-one